diphenyl-2,4,6-trimethylphenyl-sulfonium tosylate S(=O)(=O)([O-])C1=CC=C(C)C=C1.C1(=CC=CC=C1)[S+](C1=C(C=C(C=C1C)C)C)C1=CC=CC=C1